CC=1C(=NN2C1C(N(CC2)C2=C(C=C(C=C2)C2=NC1=CC=C(C=C1C=N2)C(F)(F)F)C)=O)CN2CC(N(CC2)C)=O 3-methyl-2-((4-methyl-3-oxopiperazin-1-yl)methyl)-5-(2-methyl-4-(6-(trifluoromethyl)quinazolin-2-yl)phenyl)-6,7-dihydropyrazolo[1,5-a]pyrazin-4(5H)-one